ethyl (rac)-2-(dibenzylamino)-2-(2-fluoro-4-(trifluoromethyl)phenyl)acetate C(C1=CC=CC=C1)N([C@@H](C(=O)OCC)C1=C(C=C(C=C1)C(F)(F)F)F)CC1=CC=CC=C1 |r|